(7R)-3-cyclopropyl-N-(2-fluoro-2-methylpropyl)-7-[[6-(methylsulfamoyl)pyridin-3-yl]amino]-7,8-dihydro-6H-cyclopenta[g]isoquinoline-5-sulfonamide C1(CC1)C=1N=CC=2C=C3C(=C(C2C1)S(=O)(=O)NCC(C)(C)F)C[C@@H](C3)NC=3C=NC(=CC3)S(NC)(=O)=O